COC([C@@H](NC1=NC(=NC(=N1)NCCN(C)C)NC1=CC=NC=C1)CCCCN)=O (4-((2-(dimethylamino)ethyl)amino)-6-(pyridin-4-ylamino)-1,3,5-triazine-2-yl)-L-lysine methyl ester